ClC=1C=C(OC2CCC(CC2)C2=C(N=NC(=C2)N2CCC(CC2)CN2CCN(CC2)C2=NC=C(C=C2)C2C(NC(CC2)=O)=O)C(=O)N)C=CC1C#N ((1r,4r)-4-(3-chloro-4-cyanophenoxy)cyclohexyl)-6-(4-((4-(5-(2,6-dioxopiperidin-3-yl)pyridin-2-yl)piperazin-1-yl)methyl)piperidin-1-yl)pyridazine-3-carboxamide